CC1=NOC(=C1C=1C=CC(NC1)=O)C 5-(3,5-dimethylisoxazol-4-yl)pyridin-2(1H)-one